Cl.ClC1=CC=C(C=C1)C1=NN2C(CNC(C2)(C)C)=C1C1=CC=NC=C1 2-(4-chlorophenyl)-6,6-dimethyl-3-(pyridin-4-yl)-4,5,6,7-tetrahydropyrazolo[1,5-a]pyrazine hydrogen chloride